NC1=NNC(C2=C1N(C=C2[C@H]2CN(CCC2)C(\C=C\[C@@H]2N(CC2)CC)=O)C2=CC=C(C=C2)OC2=C(C=CC=C2)F)=O 7-Amino-3-((S)-1-((E)-3-((R)-1-ethylazetidin-2-yl)acryloyl)piperidin-3-yl)-1-(4-(2-fluorophenoxy)phenyl)-1,5-dihydro-4H-pyrrolo[2,3-d]pyridazin-4-on